C(C)(C)(C)OC(=O)N(CCC(=O)NC1=C(C2=C(CN(CC2)C(=O)OC(C)(C)C)S1)C=1SC2=C(N1)C=C(C=C2)C(NC=2C=NC=CC2)=O)C(C)C tert-Butyl 2-(3-((tert-butoxycarbonyl)(isopropyl)amino)propanamido)-3-(5-(pyridin-3-ylcarbamoyl)benzo[d]thiazol-2-yl)-4,7-dihydrothieno[2,3-c]pyridine-6(5H)-carboxylate